C(C)(C)(C)OC(=O)N1CC(C1)(O)CN1CCC(CC1)C=1N=C2N(C=C(C(=C2F)C(C)(C)O)NC(C2=NC(=CC=C2)C2C(C2)(F)F)=O)C1 tert-butyl-3-((4-(6-(6-(2,2-difluorocyclopropyl)picolinamido)-8-fluoro-7-(2-hydroxypropan-2-yl)imidazo(1,2-a)pyridin-2-yl)piperidin-1-yl)methyl)-3-hydroxyazetidine-1-carboxylate